1-cyclohexyl-5,5-difluoro-3-(trifluoromethyl)-4,5,6,7-tetrahydro-1H-indol-4-ol C1(CCCCC1)N1C=C(C=2C(C(CCC12)(F)F)O)C(F)(F)F